5-fluoro-1H-pyrazol FC1=CC=NN1